N-(2-tert.-Butylbenzyl)-N-cyclopropyl-3-(difluoromethyl)-5-fluoro-1-methyl-1H-pyrazole-4-carboxamide C(C)(C)(C)C1=C(CN(C(=O)C=2C(=NN(C2F)C)C(F)F)C2CC2)C=CC=C1